CC=1OC=2N=C3N(C(C2N1)=O)CCCC3 2-methyl-5,6,7,8-tetrahydro-10H-oxazolo[5,4-D]pyrido[1,2-a]pyrimidine-10-one